tert-butyl 5-([1,1'-biphenyl]-4-ylmethyl)-3-phenylisoxazolidine-2-carboxylate C1(=CC=C(C=C1)CC1CC(N(O1)C(=O)OC(C)(C)C)C1=CC=CC=C1)C1=CC=CC=C1